C(C)C1=C(C=CC=C1)C1=NC(=NO1)C1=CC2=C(N(N=N2)C(CO)(C)C)C=C1 2-(5-(5-(2-ethylphenyl)-1,2,4-oxadiazol-3-yl)-1H-benzo[d][1,2,3]triazol-1-yl)-2-methylpropan-1-ol